BrC1=C(C=CC=C1)F 4-bromo-3-fluoro-benzene